FC1=C(C=C(C=C1)NC(=O)C=1N(C=C2C1OC[C@H]1[C@@H](NS2(=O)=O)CN(C1)C(=O)[C@H]1OCCC1)C)C (3aR,10aR)-N-(4-Fluoro-3-methylphenyl)-7-methyl-2-((S)-tetrahydrofuran-2-carbonyl)-2,3,3a,4,10,10a-hexahydro-1H,7H-dipyrrolo[3,4-b:3',4'-f][1,4,5]oxathiazocin-8-carboxamid-5,5-dioxid